C(C(=C)C)(=O)OC1CC(CCC1)C 3-methylcyclohexyl methacrylate